C1(CCCCC1)C1=C(C=C(C=C1OC)\C=C\C1=CC=C(C=C1)F)OC (E)-2-cyclohexyl-5-(4-fluoro-styryl)-1,3-dimethoxybenzene